3-fluoro-4-((4-methylpiperazin-1-yl)methyl)-5-(trifluoromethyl)aniline FC=1C=C(N)C=C(C1CN1CCN(CC1)C)C(F)(F)F